6-oxo-1-((pyridin-2-yl)methyl)-1,6-dihydropyrimidine-4-carboxamide O=C1C=C(N=CN1CC1=NC=CC=C1)C(=O)N